3-(4-Aminophenethyl)-2-(1-(4-bromophenyl)-3-(furan-3-yl)-1H-pyrazol-4-yl)-5-methyloxazolidin-4-one NC1=CC=C(CCN2C(OC(C2=O)C)C=2C(=NN(C2)C2=CC=C(C=C2)Br)C2=COC=C2)C=C1